C(C)OC(=O)C=1C=NC(=NC1)N1N=C(C=2C1=CN=CC2)C(F)F (3-(difluoromethyl)-1H-pyrazolo[3,4-c]pyridin-1-yl)pyrimidine-5-carboxylic acid ethyl ester